FC=1C=C2CNC(C2=CC1)=O 5-fluoro-2,3-dihydro-1H-isoindol-1-one